BrC1=CC(=C(C=O)C=C1C)O 4-bromo-2-hydroxy-5-methyl-benzaldehyde